2-(2,6-Dichlorobenzyl)-4-(2,4-dichlorophenyl)-5-methylimidazole ClC1=C(CC=2NC(=C(N2)C2=C(C=C(C=C2)Cl)Cl)C)C(=CC=C1)Cl